CO[C@@H]([C@H](NC(C[C@H]1N(C(CC1)=O)CC1=C(C(=CC(=C1)F)F)F)=O)C(=O)N[C@@H](CC1=CC=C(C=C1)O)C(=O)OC)C Methyl O-methyl-N-(2-((S)-5-oxo-1-(2,3,5-trifluorobenzyl)pyrrolidin-2-yl)acetyl)-L-threonyl-L-tyrosinate